C1=CC=CC=2C3=CC=CC=C3C(=CC12)C=1C=C(C=CC1)N(C1=CC=C(C=C1)C1=CC=C(C=C1)C1=CC=CC=C1)C1=CC(=CC=C1)C=1C2=CC=CC=C2C=2C=CC=CC2C1 N,N-bis(3-(phenanthren-9-yl)phenyl)-[1,1':4',1''-terphenyl]-4-amine